P1(OC2=C(C=C(C=C2C(C)(C)C)C(C)(C)C)CCC2=C(C(=CC(=C2)C(C)(C)C)C(C)(C)C)O1)F 2,2'-ethylenebis(4,6-di-tert-butylphenyl) fluorophosphite